tert-butyl 8-methyl-7-(2-{[2-(4-methylpiperazin-1-yl)pyridin-4-yl]amino}-5H,6H,7H,8H-pyrido[3,4-d]pyrimidin-7-yl)-1H,2H,3H-pyrido[2,3-b][1,4]oxazine-1-carboxylate CC1=C(C=NC=2OCCN(C21)C(=O)OC(C)(C)C)N2CC=1N=C(N=CC1CC2)NC2=CC(=NC=C2)N2CCN(CC2)C